7-[(tert-butoxy)carbonyl]-5H,6H,7H,8H-imidazo[1,5-a]pyrazine-1-carboxylic acid C(C)(C)(C)OC(=O)N1CC=2N(CC1)C=NC2C(=O)O